FC1(CCC(CC1)NC1=NC=C(N=C1C)C=1SC=C(N1)C)F N-(4,4-difluorocyclohexyl)-3-methyl-5-(4-methylthiazol-2-yl)pyrazin-2-amine